O1CCN(CC1)C1=NC(=NC=C1)NC1=NC=NC2=CC(=C(C=C12)NC(CCCCC(=O)OC)=O)OC methyl 6-((4-((4-morpholinopyrimidin-2-yl) amino)-7-methoxyquinazolin-6-yl) amino)-6-oxohexanoate